Tert-butyl 2-[4-([[(2R,3S)-3-[(tert-butoxycarbonyl)amino]-5-carbamoylpentan-2-yl]oxy]methyl)phenyl]acetate C(C)(C)(C)OC(=O)N[C@H]([C@@H](C)OCC1=CC=C(C=C1)CC(=O)OC(C)(C)C)CCC(N)=O